exo-7-ethyl-2-(2-(6-methoxybenzofuran-3-yl)ethyl)-2-azabicyclo[2.2.2]oct-5-ene C(C)C1C2N(CC(C=C2)C1)CCC1=COC2=C1C=CC(=C2)OC